N1C(=CC=2C1=CN=CC2)C2=C(C=CC=C2)CO [2-(1H-pyrrolo[2,3-c]pyridin-2-yl)phenyl]methanol